O=C[C@H](O)[C@@H](O)CC(=O)C(=O)[O-] 5-dehydro-4-deoxy-glucuronate